N-(5-((3-((tert-butyldimethylsilyl)oxy)bicyclo(1.1.1)pentan-1-yl)methoxy)-1,3,4-thiadiazol-2-yl)-4-(2-fluoro-6-methoxyphenyl)-6-methylpyridine-3-carboxamide [Si](C)(C)(C(C)(C)C)OC12CC(C1)(C2)COC2=NN=C(S2)NC(=O)C=2C=NC(=CC2C2=C(C=CC=C2OC)F)C